S1C=C(C=C1)C1=CC(=NN1)C1=C(C2=CC=CC=C2C=C1)O 2-(5-(thiophen-3-yl)-1H-pyrazol-3-yl)naphthalen-1-ol